bis(2,4-di-cumylphenyl)pentaerythritol diphosphate OP(O)(=O)OP(=O)(O)O.C(C)(C)(C1=CC=CC=C1)C1=C(C=CC(=C1)C(C)(C)C1=CC=CC=C1)C(O)(C(CO)(CO)CO)C1=C(C=C(C=C1)C(C)(C)C1=CC=CC=C1)C(C)(C)C1=CC=CC=C1